4-(3-Phenylprop-2-ynyl)piperazine-1-carboxylic acid tert-butyl ester C(C)(C)(C)OC(=O)N1CCN(CC1)CC#CC1=CC=CC=C1